6-(4-fluoro-3-thiomorpholinobenzyl)-N4-(5-methyl-1H-pyrazol-3-yl)-1-(tetrahydro-2H-pyran-4-yl)-1H-pyrazolo[3,4-d]Pyrimidine-4,6-diamine FC1=C(C=C(CC2(N=C(C=3C(=N2)N(NC3)C3CCOCC3)NC3=NNC(=C3)C)N)C=C1)N1CCSCC1